3-((1-(1-((4-cyano-2-ethynylphenyl)amino)-2-methyl-1-oxopropan-2-yl)-1H-pyrazol-4-yl)ethynyl)azetidine-1-carboxylic acid tert-butyl ester C(C)(C)(C)OC(=O)N1CC(C1)C#CC=1C=NN(C1)C(C(=O)NC1=C(C=C(C=C1)C#N)C#C)(C)C